4-[1-[[4-[(3R)-3-[3-(Trifluoromethyl)phenoxy]pyrrolidin-1-yl]tetrahydropyran-4-carbonyl]amino]cyclopropyl]benzoic acid FC(C=1C=C(O[C@H]2CN(CC2)C2(CCOCC2)C(=O)NC2(CC2)C2=CC=C(C(=O)O)C=C2)C=CC1)(F)F